6-((3-methoxy-4-((1-methyl-1H-pyrazol-4-yl)methoxy)phenyl)amino)-3-morpholino-quinoxaline-5-carbonitrile COC=1C=C(C=CC1OCC=1C=NN(C1)C)NC1=C(C=2N=C(C=NC2C=C1)N1CCOCC1)C#N